C(C)C1(CC(=C(C(=C1)C)C)C)C 6-ethyl-2,3,4,6-tetramethyl-1,3-cyclohexadiene